2-(Chloromethyl)-5-hydroxy-(4H)-pyran-4-one ClCC=1OC=C(C(C1)=O)O